COC=1C=C2CCN(C(C2=CC1NC=1N=NC(=C(N1)NC1=C(C=CC=C1)S(=O)(=O)C)C(=O)N)C)C ((6-methoxy-1,2-dimethyl-1,2,3,4-tetrahydroisoquinolin-7-yl)amino)-5-((2-(methylsulfonyl)phenyl)amino)-1,2,4-triazine-6-carboxamide